C1=CN(C(=O)N=C1N)[C@H]2[C@@H]([C@@H]([C@H](O2)COP(=O)(O)O)O)O The molecule is a pyrimidine ribonucleoside 5'-monophosphate having cytosine as the nucleobase. It has a role as a human metabolite, an Escherichia coli metabolite and a mouse metabolite. It is a pyrimidine ribonucleoside 5'-monophosphate and a cytidine 5'-phosphate. It is a conjugate acid of a cytidine 5'-monophosphate(2-).